(+)-3-hydroxy-4-(p-Fluorophenyl)dihydrofuran-2(3H)-one OC1C(OCC1C1=CC=C(C=C1)F)=O